[Na+].CP([O-])(=O)C dimethyl-phosphinic acid sodium salt